4-chlorobenzyl (S)-(4-(2-(2-(hydroxymethyl)piperidin-1-yl)-2-oxoethyl)phenyl)carbamate OC[C@H]1N(CCCC1)C(CC1=CC=C(C=C1)NC(OCC1=CC=C(C=C1)Cl)=O)=O